C(C)(C)(C)N1N=C(C=C1NC=1C=CC2=C(CN(S2(=O)=O)CC2=CC=C(C=C2)OC)C1F)C1CC(CC1)OC=1N=NC=CC1Cl 5-((1-(tert-butyl)-3-(3-((4-chloropyridazin-3-yl)oxy)cyclopentyl)-1H-pyrazol-5-yl)amino)-4-fluoro-2-(4-methoxybenzyl)-2,3-dihydrobenzo[d]isothiazole 1,1-dioxide